5-benzyl-2-[(3-phenylpropanoyl)amino]-3-thiophenecarboxamide C(C1=CC=CC=C1)C1=CC(=C(S1)NC(CCC1=CC=CC=C1)=O)C(=O)N